CC1=C(C=NN1)N1C(C=CC=C1)C(=O)O 5-methyl-1H-pyrazol-4-yl-1H-pyridine-2-carboxylic acid